FC1=C(C=C(C=C1)F)C1=C(C(=NC=C1)N1C[C@H](CC1)F)NC(COC)=O (S)-N-(4-(2,5-difluoro-phenyl)-2-(3-fluoropyrrolidin-1-yl)pyridin-3-yl)-2-methoxyacetamide